S1C2=C(C=C1)C=CC(=C2)C=2C=C(C(=O)N1CCC(CC1)OC=1C=C(C=C(C1)F)N1CCN(CC1)C(=O)OC(C)(C)C)C=CC2O[C@@H]2CN(CC2)C(=O)OC(C)(C)C tert-butyl (S)-4-(3-((1-(3-(benzo[b]thiophen-6-yl)-4-((1-(tert-butoxycarbonyl)pyrrolidin-3-yl)oxy)benzoyl)piperidin-4-yl)oxy)-5-fluorophenyl)piperazine-1-carboxylate